COC(=O)C1C(C[C@]2(C(=C(C3=CC=CC=C23)F)F)CC1)=O (1R)-2',3'-difluoro-3-oxospiro[cyclohexane-1,1'-indene]-4-carboxylic acid methyl ester